Cl.FC1(CCNCC1)F 4,4-difluoroPiperidine hydrochloride salt